(tricarbonyl)ruthenium(0) C(=O)=[Ru](=C=O)=C=O